tert-butyl (4-(6-chloro-8-fluoro-2-(((2R,7aS)-2-fluorotetrahydro-1H-pyrrolizin-7a(5H)-yl)methoxy)-4-(3-oxoazepan-1-yl)quinazolin-7-yl)-3-cyano-7-fluorobenzo[b]thiophen-2-yl)carbamate ClC=1C=C2C(=NC(=NC2=C(C1C1=CC=C(C=2SC(=C(C21)C#N)NC(OC(C)(C)C)=O)F)F)OC[C@]21CCCN1C[C@@H](C2)F)N2CC(CCCC2)=O